7-((Tert-Butyldiphenylsilyl)oxy)-5-hydroxy-1-(4-methoxyphenyl)heptan-3-one [Si](C1=CC=CC=C1)(C1=CC=CC=C1)(C(C)(C)C)OCCC(CC(CCC1=CC=C(C=C1)OC)=O)O